methyl (S)-4-((5-amino-7-((1-((tert-butyldiphenylsilyl)oxy)hexan-3-yl)amino)-3-methyl-1H-pyrazolo[4,3-d]pyrimidin-1-yl)methyl)-3-methoxybenzoate NC=1N=C(C2=C(N1)C(=NN2CC2=C(C=C(C(=O)OC)C=C2)OC)C)N[C@H](CCO[Si](C2=CC=CC=C2)(C2=CC=CC=C2)C(C)(C)C)CCC